CC(C#C)(C)NC(=O)C1=NC=CC(=C1)NC(CC1=C2C=NNC2=CC=C1)=O N-(1,1-dimethylprop-2-ynyl)-4-[[2-(1H-indazol-4-yl)acetyl]amino]pyridine-2-carboxamide